C(CCCCCC#C)(=O)Cl 7-octynoic acid chloride